2,5,8,11,14,17,20-heptaoxadocosan-22-ol COCCOCCOCCOCCOCCOCCOCCO